(tert-butyldimethylsilyl)cyclobutanol [Si](C)(C)(C(C)(C)C)C1(CCC1)O